N1C=NC=2C=[NH+]C=3C=CC=CC3C21 1H-imidazo[4,5-c]-quinolin-5-ium